C=C(C)C1CCC2OC3=CC(=CC(=C3C1C2)O)CCC 12-Prop-1-en-2-yl-5-propyl-8-oxatricyclo[7.3.1.02,7]trideca-2,4,6-trien-3-ol